tert-butyl (1R,5S)-3-(2,6,8-trifluoro-7-(7-(methoxymethoxy)-2,3-dihydro-1H-cyclopenta[a]naphthalen-9-yl) quinazolin-4-yl)-3,8-diazabicyclo[3.2.1]octane-8-carboxylate FC1=NC2=C(C(=C(C=C2C(=N1)N1C[C@H]2CC[C@@H](C1)N2C(=O)OC(C)(C)C)F)C2=CC(=CC1=CC=C3C(=C21)CCC3)OCOC)F